ethyl 2-(5-allyl-3-fluoro-2-oxopyridin-1(2H)-yl)-3-cyclopropylpropanoate C(C=C)C=1C=C(C(N(C1)C(C(=O)OCC)CC1CC1)=O)F